O=C1O[C@]2(CN1)C[C@@]1(C[C@@H]1CC2)CN2C=NC1=C2C=C(C=C1)C#N |r| rac-1-(((1R,3S,6S)-2'-Oxospiro[bicyclo[4.1.0]heptane-3,5'-oxazolidin]-1-yl)methyl)-1H-benzo[d]imidazole-6-carbonitrile